5-cyano-2-(trifluoromethyl)nicotinic acid-2-fluoroethyl ester FCCOC(C1=C(N=CC(=C1)C#N)C(F)(F)F)=O